N1=CC=C(C=C1)NC1=CC=C(C=C1)NC(=O)C=1C=C(C=CC1)NC1=CC=NC2=CC=C(C=C12)C#N 4-(m-{[p-(4-Pyridylamino)phenylamino]carbonyl}phenylamino)-6-quinolinecarbonitrile